BrC=1C=C(C=CC1)C=1NC(SC1)N/N=C/C=1N=CC=2N(C3=CC=CC=C3C2C1)CC1=CC=C(C=C1)F 4-(3-Bromophenyl)-2-(((E)-(9-(4-fluorobenzyl)-β-carbolin-3-yl)methylene)hydrazino)-2,3-dihydrothiazole